7-[(E)-2-[5-[[1-[(E)-2-(aminomethyl)-3-fluoro-allyl]-5-oxo-1,2,4-triazol-4-yl]methyl]-2-thienyl]vinyl]-1H-pyrido[2,3-b][1,4]oxazin-2-one hydrochloride Cl.NC/C(/CN1N=CN(C1=O)CC1=CC=C(S1)/C=C/C1=CC2=C(OCC(N2)=O)N=C1)=C\F